(3-(cyclohexylmethoxy)phenyl)methanol C1(CCCCC1)COC=1C=C(C=CC1)CO